6-fluoro-5-[(5-methoxypyridin-2-yl)methoxy]-2-(1-methyl-6-oxo-1,6-dihydropyridazin-3-yl)-2,3-dihydro-1H-isoindol-1-one FC1=C(C=C2CN(C(C2=C1)=O)C1=NN(C(C=C1)=O)C)OCC1=NC=C(C=C1)OC